(R)-5-((3S,5R,7R,8R,9S,10S,13R,14S,17R)-7-acetoxy-3-hydroxy-10,13-dimethyl-3-(trifluoromethyl)hexadecahydro-1H-cyclopenta[a]phenanthren-17-yl)hexanoic acid C(C)(=O)O[C@@H]1C[C@@H]2C[C@@](CC[C@@]2([C@H]2CC[C@@]3([C@H](CC[C@H]3[C@H]12)[C@@H](CCCC(=O)O)C)C)C)(C(F)(F)F)O